BrCC1=CC(=NN1C1=CC=CC=C1)C1=CC=CC=C1 5-(bromomethyl)-1,3-diphenyl-1H-pyrazole